3-chloro-4-[(3,5-difluoropyridin-2-yl)methoxy]-2'-{2-[(2-hydroxyethyl)(methyl)amino]pyrimidin-4-yl}-5',6-dimethyl-[1,4'-bipyridin]-2-one ClC=1C(N(C(=CC1OCC1=NC=C(C=C1F)F)C)C1=CC(=NC=C1C)C1=NC(=NC=C1)N(C)CCO)=O